COC(C=C1CCC(CC1)C1=CC=C(C=C1)[N+](=O)[O-])=O.NC1=CC=C(C=C1)C1CCC(CC1)CC(=O)OC Methyl 2-[4-(4-aminophenyl)cyclohexyl]acetate Methyl-2-(4-(4-nitrophenyl)cyclohexylidene)acetate